butenyl isocyanate C(=CCC)N=C=O